4-CYCLOPROPYL-3-(QUINOLIN-5-YL)-N-(2-(TRIFLUOROMETHYL)PYRIDIN-4-YL)ISOTHIAZOLE-5-CARBOXAMIDE C1(CC1)C=1C(=NSC1C(=O)NC1=CC(=NC=C1)C(F)(F)F)C1=C2C=CC=NC2=CC=C1